CN1CCN(CC1)C(=O)O[C@@H]1CC[C@H](CC1)C(N(C[C@@H]1CC[C@H](CC1)C1=CC(=C(C=C1)OC)C)C1=NC=CC(=C1)C1=CN=C(S1)C(C)C)=O trans-4-((4-(2-Isopropylthiazol-5-yl) pyridin-2-yl)((trans-4-(4-methoxy-3-methylphenyl) cyclohexyl)methyl) carbamoyl)cyclohexyl 4-methylpiperazine-1-carboxylate